(1R,3r)-3-(difluoromethyl)cyclobutan-1-amine FC(C1CC(C1)N)F